N-(4-((R)-3-(((R)-1-(3-chlorophenyl)propan-2-yl)amino)-2-hydroxypropoxy)phenyl)-N-methylmethanesulfonamide ClC=1C=C(C=CC1)C[C@@H](C)NC[C@H](COC1=CC=C(C=C1)N(S(=O)(=O)C)C)O